Cl.NC(CNC(=O)C1=CN(CCS1)C1=C2C(=NC=C1)NC=C2C)(C)C N-(2-amino-2-methylpropyl)-4-(3-methyl-1H-pyrrolo[2,3-b]pyridin-4-yl)-3,4-dihydro-2H-1,4-thiazine-6-carboxamide hydrochloride